(S)-1-(1-benzylpyrrolidine-3-yl)-3-(3-methoxyphenyl)thiourea C(C1=CC=CC=C1)N1C[C@H](CC1)NC(=S)NC1=CC(=CC=C1)OC